3-(5-methyl-2,5-diazabicyclo[2.2.1]heptan-2-yl)-2-nitroaniline CN1C2CN(C(C1)C2)C=2C(=C(N)C=CC2)[N+](=O)[O-]